C(C)(C)OP(=O)(OC(C)C)CCCCCCCCC 1-[diisopropylphosphono]-nonane